BrC1=C(C=C(C=C1)C=1C(=NN(C1C)C1OCCCC1)N)S(=O)(=O)C1CN(C1)C (4-bromo-3-((1-methylazetidin-3-yl)sulfonyl)phenyl)-5-methyl-1-(tetrahydro-2H-pyran-2-yl)-1H-pyrazol-3-amine